terpinyl palmitate C(CCCCCCCCCCCCCCC)(=O)O.C12(C(CCC(C1(C)C)C2)C)C21C(CCC(C2(C)C)C1)(C)C12C(CCC(C1(C)C)C2)C